N[C@@H](C)C(=O)OCCCCCCCCCCCCCCCCCC.[Na] sodium octadecyl alaninate